3,11-dimethylheptacosane CC(CC)CCCCCCCC(CCCCCCCCCCCCCCCC)C